N[C@H]1CN(CCC1)C(=O)C=1C=CC=2N(C1)N=C(C2C)C=2N(C1=C(C=CC=C1C2)C2CCN(CC2)C(=O)C2CC(C2)O)CC2CC2 (R)-(3-aminopiperidin-1-yl)(2-(1-(cyclopropylmethyl)-7-(1-(3-hydroxycyclobutane-1-carbonyl)piperidin-4-yl)-1H-indol-2-yl)-3-methylpyrazolo[1,5-a]pyridin-6-yl)methanone